tert-Butyl 7-(4,4,5,5-tetramethyl-1,3,2-dioxaborolan-2-yl)-4-azaspiro[2.5]oct-6-ene-4-carboxylate CC1(OB(OC1(C)C)C1=CCN(C2(CC2)C1)C(=O)OC(C)(C)C)C